COC=1C=2N(C=CC1)N=CN2 8-methoxy-[1,2,4]triazolo[1,5-a]pyridine